CC1(OB(OC1(C)C)CCCC1C(CNC1)C(=O)[O-])C 4-(3-(4,4,5,5-tetramethyl-1,3,2-dioxaborolan-2-yl)propyl)pyrrolidine-3-carboxylate